7,7-difluoro-4-((isobutylamino)methyl)-N-(3-((1s,3s)-3-methyl-1-(4-methyl-4H-1,2,4-triazol-3-yl)cyclobutyl)phenyl)-6,7-dihydro-5H-cyclopenta[b]pyridine-2-carboxamide FC1(CCC=2C1=NC(=CC2CNCC(C)C)C(=O)NC2=CC(=CC=C2)C2(CC(C2)C)C2=NN=CN2C)F